(R)-3-hydroxydecanoic acid O[C@@H](CC(=O)O)CCCCCCC